ClC1=NC(=CC2=C1SC=N2)C=2C=NN(C2)C 4-chloro-6-(1-methyl-1H-pyrazol-4-yl)thiazolo[5,4-c]pyridine